CC1=C(C=CC(=C1)C)C1=NC(=NC(=N1)C1=C(C=C(C=C1)C)C)C1=C(C=C(C=C1)OCC(COCC(CCCC)CC)O)O 2-[4,6-bis(2,4-dimethylphenyl)-1,3,5-triazine-2-yl]-5-[3-(2-ethylhexyloxy)-2-hydroxypropoxy]phenol